2-bromo-1-methyl-4-(trifluoromethyl)benzene BrC1=C(C=CC(=C1)C(F)(F)F)C